COC(=O)N[C@H](C(=O)O)C1=CC=CC=C1 (S)-2-((methoxycarbonyl)amino)-2-phenylacetic acid